1-(4-(3-(4-(2-HYDROXYPROPAN-2-YL)PHENYL)-1H-PYRROLO[2,3-B]PYRIDIN-5-YL)BENZYL)PIPERIDIN-3-OL OC(C)(C)C1=CC=C(C=C1)C1=CNC2=NC=C(C=C21)C2=CC=C(CN1CC(CCC1)O)C=C2